ClC1=CC=C(C=C1)C1CCC(O1)=O 5-(4-chlorophenyl)dihydrofuran-2(3H)-one